C1=NC=C(C2=CC=CC=C12)N1C(N(CC1C#N)C1=CC=C(C=C1)C(F)(F)F)=O 3-(isoquinolin-4-yl)-2-oxo-1-(4-(trifluoromethyl)phenyl)imidazoline-4-carbonitrile